1-oxa-3,8-diazaspiro[4.5]decan O1CNCC12CCNCC2